C(C=CC1=CC=CC=C1)(=O)N[C@H](C(=O)N[C@@H](C)C[C@H]1C(NCC1)=O)CC1CCCCC1 (S)-2-((S)-2-cinnamamido-3-cyclohexylpropionamido)-3-((S)-2-oxopyrrolidin-3-yl)propane